3-bromo-7,7-difluoro-5,6-dihydro-cyclopenta[b]pyridine BrC=1C=C2C(=NC1)C(CC2)(F)F